C(CCC\C=C/C\C=C/C\C=C/C\C=C/CCCCC)(=O)NCC1=CC(OC)=C(O)C=C1 N-arachidonoyl-vanillylamine